2-(4-tert-butylphenyl)-N-p-toluenesulfonyl-azetidine C(C)(C)(C)C1=CC=C(C=C1)C1N(CC1)S(=O)(=O)C1=CC=C(C)C=C1